CC=1C=C(C=C2C(C(=COC12)C1=CC(=CC=C1)C1(CC(C1)C)C1=NN=CN1C)=O)CN1C[C@H](CCC1)C (S)-8-methyl-3-(3-(3-methyl-1-(4-methyl-4H-1,2,4-triazol-3-yl)cyclobutyl)phenyl)-6-((3-methylpiperidin-1-yl)methyl)-4H-chromen-4-one